N12CCC(CC1)(C2)N2C=C1C(N=C(N=C1NC1CCC3=C(C=CC=C13)C(F)(F)F)C)=CC2=O 6-(1-azabicyclo[2.2.1]heptan-4-yl)-2-methyl-4-((4-(trifluoromethyl)-2,3-dihydro-1H-inden-1-yl)amino)pyrido[4,3-d]pyrimidin-7(6H)-one